2-(4-((7-Bromo-2-(2,6-dioxopiperidin-3-yl)-1-oxoisoindoline-5-yl)methoxy)phenyl)-N-(5-cyclobutyl-1H-pyrazol-3-yl)acetamide BrC=1C=C(C=C2CN(C(C12)=O)C1C(NC(CC1)=O)=O)COC1=CC=C(C=C1)CC(=O)NC1=NNC(=C1)C1CCC1